N1=CC=CC=2N=NC=3C=CC=CC3C21 Pyrido[3,2-C]cinnoline